4,6-Dichloro-2-(propylsulfanyl)pyrimidin-5-amine ClC1=NC(=NC(=C1N)Cl)SCCC